BrC1=CC(=C(O[C@H](C(=O)O)C)C=C1)C1=CC(=NO1)C(C)C (2S)-2-{4-bromo-2-[3-(prop-2-yl)-1,2-oxazol-5-yl]phenoxy}propionic acid